4-(4-{4-[(2,3-dihydroxypropyl)carbamoyl]-1H-pyrazol-1-yl}-2-oxo-2,3-dihydro-1H-1,3-benzodiazol-1-yl)-N-(4-iodophenyl)piperidine-1-carboxamide OC(CNC(=O)C=1C=NN(C1)C1=CC=CC=2N(C(NC21)=O)C2CCN(CC2)C(=O)NC2=CC=C(C=C2)I)CO